O=C1NC(CCC1N1C(C2=CC=C(C=C2C1=O)CN1CCC(=CC1)C=1C2=C(N=CN1)SC1=C2CCCC1)=O)=O 2-(2,6-dioxopiperidin-3-yl)-5-((4-(5,6,7,8-tetrahydrobenzo[4,5]thieno[2,3-d]pyrimidin-4-yl)-3,6-dihydropyridine-1(2H)-yl)methyl)isoindoline-1,3-dione